(E)-[methyl 2-[6-(2-cyanophenoxy) pyrimidin-4-yloxy] phenyl]-3-methoxyacrylate CC=1C(=C(C=CC1)OC(\C=C\OC)=O)OC1=NC=NC(=C1)OC1=C(C=CC=C1)C#N